ClC1=NC=C(C(=N1)NCC1=CC=C(C=C1)N1N=C(C=C1C)C(F)(F)F)[N+](=O)[O-] 2-chloro-N-([4-[5-methyl-3-(trifluoromethyl)pyrazol-1-yl]phenyl]methyl)-5-nitropyrimidin-4-amine